(S)-2-(4-(2-(3,4-dimethoxyphenyl)-3-isopropyl-1H-indol-5-yl)piperidin-1-yl)-1-(3-hydroxypyrrolidin-1-yl)ethan-1-one COC=1C=C(C=CC1OC)C=1NC2=CC=C(C=C2C1C(C)C)C1CCN(CC1)CC(=O)N1C[C@H](CC1)O